FC1=C(COP2(OCC3=C(O2)C=C(O3)N3C(NC(C(=C3)F)=O)=O)=O)C=C(C(=C1)F)F 1-((4AR,6R,7aS)-2-(2,4,5-trifluorobenzyloxy)-2-oxo-4H-furo[3,2-d][1,3,2]dioxaphosphorin-6-yl)-5-fluoropyrimidine-2,4(1H,3H)-dione